2,4-diaminopyrimidine-5-ol dihydrochloride Cl.Cl.NC1=NC=C(C(=N1)N)O